C(N)(=N)C1=CC=C(OCCCCCOC2=CC=C(C=C2)C(N)=N)C=C1 4-[5-(4-Carbamimidoylphenoxy)pentoxy]benzenecarboximidamide